C(C)NS(=O)(=O)C1=CC=C(C=C1)C N-ethyl-4-methyl-benzenesulfonamide